5-(2-chlorophenoxy)-3-(((6-fluoropyridin-2-yl)methyl)amino)-4H-benzo[e][1,2,4]thiadiazine 1,1-dioxide ClC1=C(OC2=CC=CC3=C2NC(=NS3(=O)=O)NCC3=NC(=CC=C3)F)C=CC=C1